CC1=C(C2=C(N=N1)SC1=C2N=CN=C1NCC1=CC=C(C=C1)C=1SC=CN1)C 3,4-dimethyl-N-[(4-thiazol-2-ylphenyl)methyl]pyrimido[4',5':4,5]thieno[2,3-c]pyridazin-8-amine